N=1NC=C2C=CC(=CC12)C=1N(C2=CC=CC(=C2C1)NC1CCNCC1)CC(F)(F)F 4-{[2-(2H-indazol-6-yl)-1-(2,2,2-trifluoroethyl)-1H-indol-4-yl]amino}piperidin